3,5-dibromo-1-(5-ethoxy-2-fluorophenyl)pyrazole BrC1=NN(C(=C1)Br)C1=C(C=CC(=C1)OCC)F